COC=1C=C(C=CC1OC)C=1NC2=CC=C(C=C2C1C(C)C)C1=CC=C(C=C1)OC1CCNCC1 2-(3,4-dimethoxyphenyl)-3-isopropyl-5-(4-(piperidin-4-yloxy)phenyl)-1H-indole